FC(C)(F)C1=CC(=C(C=C1)C1=NN=C(C(N1C)=O)N[C@H]1CN(CCC1)CC)O 3-[4-(1,1-Difluoro-ethyl)-2-hydroxy-phenyl]-6-[[(3R)-1-ethyl-3-piperidyl]-amino]-4-methyl-1,2,4-triazin-5-one